C(=O)(OC(C)(C)C)N(C)CCO 2-(N-Boc-N-methylamino)ethanol